4-(5-(6-((6-methoxypyridin-3-yl)methyl)-3,6-diazabicyclo[3.1.1]heptane-3-yl)pyrazin-2-yl)pyrazolo[1,5-a]pyridine-3-carbonitrile COC1=CC=C(C=N1)CN1C2CN(CC1C2)C=2N=CC(=NC2)C=2C=1N(C=CC2)N=CC1C#N